NC1=CC=CC=2N=CNC21 4-aminobenzimidazole